methyl 3-bromo-6-methyl-5-propyl-pyridine-2-carboxylate BrC=1C(=NC(=C(C1)CCC)C)C(=O)OC